1-chloro-9,10-bis(benzoyloxy)anthracene ClC1=CC=CC2=C(C3=CC=CC=C3C(=C12)OC(C1=CC=CC=C1)=O)OC(C1=CC=CC=C1)=O